6-(hydroxymethyl)-3,4-dihydro-2H-pyrano[3,2-b]Pyridine 5-oxide OCC1=CC=C2C(=[N+]1[O-])CCCO2